5-(4,4,5,5-tetramethyl-1,3,2-dioxaborolan-2-yl)benzofuro[3,2-h]quinoline CC1(OB(OC1(C)C)C1=C2C=CC=NC2=C2C(=C1)C1=C(O2)C=CC=C1)C